tert-butyl 2-((3-(2-(methoxymethoxy)phenyl)-5-(prop-1-en-2-yl)-7-((2-(trimethylsilyl)ethoxy)methyl)-7H-pyrrolo[2,3-c]pyridazin-6-yl)methyl)azetidine-1-carboxylate COCOC1=C(C=CC=C1)C1=CC2=C(N=N1)N(C(=C2C(=C)C)CC2N(CC2)C(=O)OC(C)(C)C)COCC[Si](C)(C)C